C[Si](OC)(OC)C methyl-methyldimethoxysilane